FC=1C=C(C(=CC1[N+](=O)[O-])O)O 4-fluoro-5-nitrobenzene-1,2-diol